N-(2-cyclopropyl-4-iodo-5-methylphenyl)-3-(oxan-4-yl)-N-{7-oxo-6-[(3R)-oxolan-3-yl]-5H-pyrrolo[3,4-b]pyridin-2-yl}prop-2-ynamide C1(CC1)C1=C(C=C(C(=C1)I)C)N(C(C#CC1CCOCC1)=O)C1=CC=C2C(=N1)C(N(C2)[C@H]2COCC2)=O